ClC=1C(=NC=CC1S)NC(OC(C)(C)C)=O tert-butyl (3-chloro-4-mercaptopyridine-2-yl)carbamate